3-[4-[1-(4-aminobutanoyl)-4-piperidyl]-3-methyl-2-oxo-benzimidazol-1-yl]piperidine-2,6-dione NCCCC(=O)N1CCC(CC1)C1=CC=CC=2N(C(N(C21)C)=O)C2C(NC(CC2)=O)=O